N2-(5-chloro-6-isopropylpyridin-2-yl)-4'-methyl-[4,5'-bithiazole]-2,2'-diamine ClC=1C=CC(=NC1C(C)C)NC=1SC=C(N1)C1=C(N=C(S1)N)C